C(C)N1[Si](CC(C1)C)(OC)OC 1-ETHYL-2,2-DIMETHOXY-4-METHYL-1-AZA-2-SILACYCLOPENTAN